(6-methylpyridazin-4-yl)benzonitrile CC1=CC(=CN=N1)C1=C(C#N)C=CC=C1